C(C1=CC=CC=C1)NC1=CC=C(C=C1)N1CC(CS(C2=C1C=C(C(=C2)O/C=C/C(=O)O)SC)(=O)=O)(CCCC)CCCC (E)-3-((5-(4-(benzylamino)phenyl)-3,3-dibutyl-7-(methylsulfanyl)-1,1-dioxido-2,3,4,5-tetrahydro-1,5-benzothiazepin-8-yl)oxy)acrylic acid